3,4-dichloro-N-(7-phenethyl-7-azaspiro[3.5]non-1-yl)benzamide ClC=1C=C(C(=O)NC2CCC23CCN(CC3)CCC3=CC=CC=C3)C=CC1Cl